(R)-10-methyl-3-(2-(morpholinomethyl)-6-vinylpyridin-4-yl)-9,10,11,12-tetrahydro-8H-[1,4]diazepino[5',6':4,5]thieno[3,2-f]quinolin C[C@H]1NCC2=C(C=3C=4C=CC(=NC4C=CC3S2)C2=CC(=NC(=C2)C=C)CN2CCOCC2)NC1